C(CCCCCCC)N=CC1=NC=CC=C1 N-octyl-2-pyridylmethanimine